(2-((1-methyl-9-(1-methyl-1H-pyrazol-4-yl)-6,7-dihydro-5H-benzo[c][1,2,3]triazolo[1,5-a]azepin-7-yl)amino)phenyl)methanol CC=1N=NN2C1C1=C(C(CC2)NC2=C(C=CC=C2)CO)C=C(C=C1)C=1C=NN(C1)C